hexadecanedioic acid (Hexadecanedioate) C(CCCCCCCCCCCCCCC(=O)O)(=O)O.C(CCCCCCCCCCCCCCC(=O)O)(=O)O